C(C)(C)(C)OC(=O)N1CC2(C1)CCC(CC2)(O)C2=CC=CC=1N2N=C(N1)NC(=O)C1CC1 7-(2-(cyclopropanecarboxamido)-[1,2,4]triazolo[1,5-a]pyridin-5-yl)-7-hydroxy-2-azaspiro[3.5]nonane-2-carboxylic acid tert-butyl ester